C1(CC1)CN1C(=CC2=CC=CC=C12)C1=NC2=C(N1CC=1C=NN(C1)C)C(=CC(=C2)C(=O)N2C[C@@H](CCC2)N)OC (3R)-1-{2-[1-(cyclopropylmethyl)-1H-indol-2-yl]-7-methoxy-1-[(1-methyl-1H-pyrazol-4-yl)methyl]-1H-1,3-benzodiazole-5-carbonyl}piperidin-3-amine